((tert-butoxycarbonyl)amino)-1H-pyrrole-2-carboxylic acid ethyl ester C(C)OC(=O)C=1N(C=CC1)NC(=O)OC(C)(C)C